ClC1=CC2=C(OCCN2)C=C1CCNC(OC(C)(C)C)=O Tert-butyl (2-(6-chloro-3,4-dihydro-2H-benzo[b][1,4]oxazin-7-yl)ethyl)carbamate